5-(3-Fluoro-4-methoxyphenyl)-2-((3-hydroxyadamantan-1-yl)amino)-6-methoxypyrimidine FC=1C=C(C=CC1OC)C=1C=NC(=NC1OC)NC12CC3(CC(CC(C1)C3)C2)O